ethyl 4-(5-(2-fluorophenyl)-7-(5-methoxypyridin-3-yl)-7H-pyrrolo[2,3-d]pyrimidin-4-yl)piperazine-1-carboxylate FC1=C(C=CC=C1)C1=CN(C=2N=CN=C(C21)N2CCN(CC2)C(=O)OCC)C=2C=NC=C(C2)OC